C1(=CC=C(C=C1)CC1C(C2(CCC1C2(C)C)CS(=O)(=O)O)=O)CC2C(C1(CCC2C1(C)C)CS(=O)(=O)O)=O 3'-(1,4-phenylenedimethylene)bis[7,7-dimethyl-2-oxobicyclo[2.2.1]heptane-1-methanesulfonic acid]